9-bromo-6,7-dihydro-2H-pyrimido[6,1-a]isoquinoline-2,4(3H)-dione BrC=1C=C2CCN3C(C2=CC1)=CC(NC3=O)=O